C1(=CC=CC=C1)C1=NC(=NC(=C1)C1=CC=CC=C1)C=1C=C(C=C(C1)N1C2=CC=CC=C2C=2C=C(C=CC12)C1=NC=CC=C1)N1C2=CC=CC=C2C=2C=C(C=CC12)C1=NC=CC=C1 9,9'-(5-(4,6-diphenylpyrimidin-2-yl)-1,3-phenylene)bis(3-(pyridin-2-yl)-9H-carbazole)